CC1CCC(O1)COCCO 2-[(5-methyltetrahydro-2-furanyl)methoxy]ethanol